ammonio-pentyl-amide [NH3+][N-]CCCCC